O[C@@H]1[C@H](CCCC1)NC(=O)C=1C=CC(=C(C1)NC(=O)C1=CN=C(O1)C1=CC=CC=C1)C N-(5-{[(1S,2S)-2-hydroxycyclohexyl]carbamoyl}-2-methylphenyl)-2-phenyl-1,3-oxazole-5-carboxamide